IC1C(C=CC=C1)([N+](=O)[O-])I 1,2-diiodo-2-nitrobenzene